O=C1N(C(C2=CC=CC=C12)=O)CCCCCCCCN(C(=O)[C@@H]1CN(CCC1)C1=CN=CC2=CC=CC=C12)C=1C=CC(N(C1)CC(=O)O)=O (S)-2-(5-(N-(8-(1,3-dioxoisoindolin-2-yl)octyl)-1-(isoquinolin-4-yl)piperidine-3-carboxamido)-2-oxopyridin-1(2H)-yl)acetic acid